N-(4-((2-((3-((4-ethylpiperazin-1-yl)methyl)-5-(trifluoromethyl)phenyl)amino)-5,6-dihydro-4H-imidazo[4,5,1-ij]quinolin-7-yl)oxy)pyridin-2-yl)acetamide C(C)N1CCN(CC1)CC=1C=C(C=C(C1)C(F)(F)F)NC1=NC=2C=CC(=C3CCCN1C23)OC2=CC(=NC=C2)NC(C)=O